C(C)(C)(C)OC(=O)N1[C@H]2CN(C[C@@H]1CC2)C=2C1=C(N=CN2)NC=C1 (1R,5S)-3-(7H-pyrrolo[2,3-d]pyrimidin-4-yl)-3,8-diazabicyclo[3.2.1]octane-8-carboxylic acid tert-butyl ester